Methyl 3-(5-cyano-2,4-dimethyl-1H-imidazol-1-yl)-4-nitrobenzoate C(#N)C1=C(N=C(N1C=1C=C(C(=O)OC)C=CC1[N+](=O)[O-])C)C